C(C)(=O)C1=C(C(=NC(=C1C)NC1=NNC(=C1)C)C[C@@]1(C[C@H](N(CC1)CC1=C(C(=CC=C1)Cl)F)C)C(=O)O)F (2R,4R)-4-((4-acetyl-3-fluoro-5-methyl-6-((5-methyl-1H-pyrazol-3-yl)amino)pyridin-2-yl)methyl)-1-(3-chloro-2-fluorobenzyl)-2-methylpiperidine-4-carboxylic acid